2-(6-bromopyridin-3-yl)propanamide BrC1=CC=C(C=N1)C(C(=O)N)C